C12CCC(CC1)N2C=2C=1N(N=C(C2)C=2C(=NC(=NC2)OC)OC)C=CN1 8-(7-azabicyclo[2.2.1]heptan-7-yl)-6-(2,4-dimethoxypyrimidin-5-yl)imidazo[1,2-b]pyridazine